C[Si](N(C(C)=O)CC)(N(C(C)=O)CC)C dimethyl-di(N-ethylacetamido)silane